Methyl 2-(bromomethyl)quinoline-7-carboxylate BrCC1=NC2=CC(=CC=C2C=C1)C(=O)OC